4-(((3-bromo-5-fluorophenyl)amino)methyl)-N-hydroxybenzoamide BrC=1C=C(C=C(C1)F)NCC1=CC=C(C(=O)NO)C=C1